(1s,2s)-N-[6-[2-(6-tert-butyl-8-fluoro-1-oxo-phthalazin-2-yl)-3-(hydroxymethyl)-4-pyridinyl]-2-methyl-3-oxo-pyridazin-4-yl]-2-fluoro-cyclopropanecarboxamide C(C)(C)(C)C=1C=C2C=NN(C(C2=C(C1)F)=O)C1=NC=CC(=C1CO)C=1C=C(C(N(N1)C)=O)NC(=O)[C@H]1[C@H](C1)F